7-bromo-3-methyl-8-fluoro-3,4-dihydro-1H-quinoxalin-2-one BrC1=CC=C2NC(C(NC2=C1F)=O)C